(2S)-4-[(4s,5S)-4-methyl-5-phenyl-4,5-dihydro-1,3-oxazol-2-yl]-1-(6-piperidin-1-yl-D-norleucyl)-N-(thieno[3,2-c]pyridin-2-ylmethyl)piperazine-2-carboxamide C[C@@H]1N=C(O[C@H]1C1=CC=CC=C1)N1C[C@H](N(CC1)C([C@H](N)CCCCN1CCCCC1)=O)C(=O)NCC1=CC=2C=NC=CC2S1